1-Tert-butyl (3S)-3-methylsulfonyloxypyrrolidine-1-carboxylate CS(=O)(=O)O[C@@H]1CN(CC1)C(=O)OC(C)(C)C